C(C)(=O)N1CC(C1)NC1=CC(=NC(=N1)N1CC2CC(C1)C2)C(=O)OC Methyl 6-[(1-acetylazetidin-3-yl)amino]-2-(3-azabicyclo[3.1.1]heptan-3-yl)pyrimidine-4-carboxylate